7-chloro-2-(oxazol-2-yl)-[1,2,4]triazolo[1,5-c]pyrimidin-5-amine ClC1=CC=2N(C(=N1)N)N=C(N2)C=2OC=CN2